BrC1=CC2=C(OC3=C2C=CC=C3)C(=C1I)Br 2,4-dibromo-3-iododibenzofuran